9-(3-bromophenyl)-9H-carbazole BrC=1C=C(C=CC1)N1C2=CC=CC=C2C=2C=CC=CC12